FC=1C=C2C(=NNC2=CC1OCCOC)C1=CC(=NO1)C1=CC=C(C(=O)N2CC(C2)N2C(COCC2)=O)C=C1 4-[1-(4-{5-[5-Fluoro-6-(2-methoxyethoxy)-1H-indazol-3-yl]-1,2-oxazol-3-yl}benzoyl)azetidin-3-yl]morpholin-3-on